(1R)-N-(2-Ethyl-4-(6-(1-hydroxypropyl)-4-methylpyridin-3-yl)-[1,2,4]triazolo[1,5-a][1,6]naphthyridin-8-yl)-2,2-difluorocyclopropane-1-carboxamide C(C)C1=NN2C(C(=CC3=CN=C(C=C23)NC(=O)[C@@H]2C(C2)(F)F)C=2C=NC(=CC2C)C(CC)O)=N1